Tert-butyl (S)-(2-(4-((4-amino-2-(pent-2-yloxy)imidazo[2,1-f][1,2,4]triazin-7-yl)methyl)piperidin-1-yl)ethyl)(methyl)carbamate NC1=NC(=NN2C1=NC=C2CC2CCN(CC2)CCN(C(OC(C)(C)C)=O)C)O[C@@H](C)CCC